ClC1=C(C=C(C=C1)F)C1=NN(C=C1C)C1CC2(CN(C2)C(=O)C2=C(C=CC(=C2)O)F)C1 (6-(3-(2-chloro-5-fluorophenyl)-4-methyl-1H-pyrazol-1-yl)-2-azaspiro[3.3]heptan-2-yl)(2-fluoro-5-hydroxyphenyl)methanone